5-methyl-N-(7-methyl-[1,2,4]triazolo[1,5-a]pyridin-6-yl)-5,7-dihydrospiro[imidazo[1,2-e]purine-8,4'-oxepan]-2-amine CN1C=2N(C=3N=C(N=CC13)NC=1C(=CC=3N(C1)N=CN3)C)C3(CCOCCC3)CN2